FC1([C@H](CNCC1)CO)F (R)-(4,4-difluoropiperidin-3-yl)methanol